CON(C(=O)C1CCC(CC1)C(F)(F)F)C (1s,4s)-N-methoxy-N-methyl-4-(trifluoromethyl)cyclohexane-1-carboxamide